C1(=CC=CC=C1)C(C)NC1=NC=NC2=CC=C(C=C12)C=1C=NC(=NC1)O 5-(4-((1-phenylethyl)amino)quinazolin-6-yl)pyrimidin-2-ol